N(=[N+]=[N-])CC=1N=C2N(C(=CC=C2)C2CC2)C1 2-(azidomethyl)-5-cyclopropyl-imidazo[1,2-a]Pyridine